benzyl (R)-3-(azetidin-1-yl)pyrrolidine-1-carboxylate N1(CCC1)[C@H]1CN(CC1)C(=O)OCC1=CC=CC=C1